C1(=C(C=CC=C1)C1(C=2C=CC=CC2C=2C(=NC3=CC=CC=C3C21)C2=CC=C(C=C2)Cl)O)C2=CC=CC=C2 11-Biphenyl-2-yl-6-(4-Chlorophenyl)-11H-indeno[1,2-c]chinolin-11-ol